CNC(=O)C=1N=CC=2N(C1)C(=CN2)C2=CC=C(C=C2)NC(CC)=O N-methyl-3-[4-(propanoylamino)phenyl]imidazo[1,2-a]pyrazine-6-carboxamide